CON(C(SC)=NOC)C(=O)O N,N'-dimethoxycarboxyl-S-methyl-isothiourea